N4,5,6-trimethyl-pyrimidine-2,4-diamine CNC1=NC(=NC(=C1C)C)N